CC1=NC(=CC(=N1)C1=C(C(=O)N)C=CC(=C1)NC=1SC=C(N1)C1=CC(=CC=C1)O)C (2,6-dimethylpyrimidin-4-yl)-4-((4-(3-hydroxyphenyl)thiazol-2-yl)amino)benzamide